O1C2=C(N(CC1)C(=O)C1CC3(CC(C3)NC(=O)NCC3=CC=C(C=C3)OC)C1)C=CC=C2 1-(6-(3,4-dihydro-2H-benzo[b][1,4]oxazine-4-carbonyl)spiro[3.3]hept-2-yl)-3-(4-methoxybenzyl)urea